ClC=1C=C(C=C(C1O[C@@H](COC1=CC=C(C=C1)F)CCN1CC(C1)F)C#N)S(=O)(=O)NC(=O)[C@@]1(OCCCC1)C (R)-N-((3-CHLORO-5-CYANO-4-(((R)-4-(3-FLUOROAZETIDIN-1-YL)-1-(4-FLUOROPHENOXY)BUTAN-2-YL)OXY)PHENYL)SULFONYL)-2-METHYLTETRAHYDRO-2H-PYRAN-2-CARBOXAMIDE